P1(=O)(OC2=C(C=C(C=C2C(C)(C)C)C(C)(C)C)CC2=C(C(=CC(=C2)C(C)(C)C)C(C)(C)C)O1)[O-].[K+] potassium 2,2'-methylenebis(4,6-di-t-butylphenyl) phosphate